(1-(6-(1-methoxycyclopentyl)pyridin-2-yl)-1H-pyrazolo[4,3-c]pyridin-6-yl)acetamide COC1(CCCC1)C1=CC=CC(=N1)N1N=CC=2C=NC(=CC21)CC(=O)N